Fmoc-N'-t-butoxycarbonyl-L-lysine C(=O)(OCC1C2=CC=CC=C2C2=CC=CC=C12)N[C@@H](CCCCNC(=O)OC(C)(C)C)C(=O)O